CC1(NC(CC(C1)OC(=O)CC(C(CC(=O)[O-])C(=O)[O-])C(=O)[O-])(C)C)C (2,2,6,6-tetramethyl-4-piperidyl)-1,2,3,4-butanetetracarboxylate